N-cyclopropyl-2-(difluoromethoxy)-4-[7-[2-(dimethylamino)ethoxy]imidazo[1,2-a]pyridin-3-yl]-6-fluoro-benzamide C1(CC1)NC(C1=C(C=C(C=C1F)C1=CN=C2N1C=CC(=C2)OCCN(C)C)OC(F)F)=O